CN(C(C)=O)CC(=O)N1[C@H]([C@H](CCC1)NS(=O)(=O)C)CO[C@@H]1CC[C@@H](CC1)C1=CC=CC=C1 N-methyl-N-(2-(cis-3-((methylsulfonyl)amino)-2-(((cis-4-phenylcyclohexyl)oxy)methyl)-piperidin-1-yl)-2-oxoethyl)acetamide